O=C1N(C(C2=CC=CC=C12)=O)[C@H](C1(CC1)C#N)C1=CC2=C(N(C=N2)COCC[Si](C)(C)C)C=C1 |o1:11| (S*)-1-((1,3-Dioxoisoindolin-2-yl)(1-((2-(trimethylsilyl)ethoxy)methyl)-1H-benzo[d]imidazol-5-yl)methyl)cyclopropane-1-carbonitrile